C(C)(=O)O[C@@H]1CNC(C=2N(C1)C=C(C2)B2OC(C(O2)(C)C)(C)C)=O (R)-1-oxo-8-(4,4,5,5-tetramethyl-1,3,2-dioxaborolan-2-yl)-2,3,4,5-tetrahydro-1H-pyrrolo[1,2-a][1,4]diazepin-4-yl acetate